N-(1-(2-fluoro-4-(7-oxo-7,8-dihydro-1,8-naphthyridin-4-yl)phenyl)ethyl)sulfonamide hydrochloride Cl.FC1=C(C=CC(=C1)C1=CC=NC=2NC(C=CC12)=O)C(C)NS(=O)=O